1-(5-((5-chloro-4-(4-chlorophenyl)pyrimidin-2-yl)amino)pyridin-3-yl)pyrrolidin-2-one ClC=1C(=NC(=NC1)NC=1C=C(C=NC1)N1C(CCC1)=O)C1=CC=C(C=C1)Cl